O[C@@H]1C[C@H](N(C1)C([C@H](C(C)C)NC(COCC1CCNCC1)=O)=O)C(=O)N[C@@H](C)C1=CC=C(C=C1)C1=C(N=CS1)C (2S,4R)-4-hydroxy-1-[(2S)-3-methyl-2-[[2-(4-piperidylmethoxy)acetyl]amino]butanoyl]-N-[(1S)-1-[4-(4-methylthiazol-5-yl)phenyl]ethyl]pyrrolidine-2-carboxamide